FC1=C(C=C(C=C1C(F)(F)F)N1N=C(C=2C1=CN=C(C2)N2C1(CC1)COCC2)C)O 2-Fluoro-5-(3-methyl-5-(7-oxa-4-azaspiro[2.5]octan-4-yl)-1H-pyrazolo[3,4-c]pyridin-1-yl)-3-(trifluoromethyl)phenol